6-(3,3-Difluoroazetidin-1-yl)-4-(6-(6-(2-(methylsulfonyl)benzyl)-3,6-diazabicyclo[3.1.1]heptan-3-yl)pyridin-3-yl)pyrazolo[1,5-a]pyridine-3-carbonitrile FC1(CN(C1)C=1C=C(C=2N(C1)N=CC2C#N)C=2C=NC(=CC2)N2CC1N(C(C2)C1)CC1=C(C=CC=C1)S(=O)(=O)C)F